C(C1=CC=CC=C1)OC=1C=CC(=NC1OCC1=CC=CC=C1)C=O 5,6-bis(benzyloxy)pyridine-carbaldehyde